1-(5-((4-(2,3-difluorophenyl)piperazin-1-yl)methyl)-1-oxoisoindolin-2-yl)dihydropyrimidine-2,4(1H,3H)-dione FC1=C(C=CC=C1F)N1CCN(CC1)CC=1C=C2CN(C(C2=CC1)=O)N1C(NC(CC1)=O)=O